2-(2-chloroacetamido)-5,6-dihydro-4H-cyclopenta[b]thiophene-3-carboxamide ClCC(=O)NC1=C(C2=C(S1)CCC2)C(=O)N